COC1=C2C(=NN(C2=CC=C1[C@@H](C(F)(F)F)O)C)NC1=CC(=NC=C1C(CC)=O)NC(=O)C1CC1 (S)-N-(4-((4-Methoxy-1-methyl-5-(2,2,2-trifluoro-1-hydroxyethyl)-1H-indazol-3-yl)amino)-5-propionylpyridin-2-yl)cyclopropanecarboxamide